N-(1'-(3-((4,4-difluoropiperidin-1-yl)sulfonyl)benzoyl)spiro[cyclopentane-1,3'-indolin]-5'-yl)-2-hydroxyethane-1-sulfonamide FC1(CCN(CC1)S(=O)(=O)C=1C=C(C(=O)N2CC3(C4=CC(=CC=C24)NS(=O)(=O)CCO)CCCC3)C=CC1)F